NCCCCCC(=O)O Z-6-aminocaproic acid